C1=NC=CC2=C1C1(C(O2)=CC=C1O)O 8aH-cyclopenta[4,5]furo[3,2-c]pyridine-8,8a-diol